methyl (3S,8aR)-5,7-dioxo-hexahydroindolizine-3-carboxylate O=C1N2[C@@H](CC[C@@H]2CC(C1)=O)C(=O)OC